N-(1-isobutyryl-1,2,3,4-tetrahydroquinolin-7-yl)-2,4,5-trimethylbenzenesulfonamide C(C(C)C)(=O)N1CCCC2=CC=C(C=C12)NS(=O)(=O)C1=C(C=C(C(=C1)C)C)C